(Z)-ethyl (((3-{{{tert-butoxycarbonyl}amino}methyl}phenyl)amino)((2-oxoethyl)thio)methylene)carbamate C(C)(C)(C)OC(=O)NCC=1C=C(C=CC1)N/C(/SCC=O)=N/C(OCC)=O